CO[Sn] methoxytin